FC(C(CCI)F)(F)F 1,1,1,2-tetrafluoro-4-iodobutane